7-bromo-1-methyl-3-((2,2,2-trifluoroethyl)imino)-1H-indol-2-one BrC=1C=CC=C2C(C(N(C12)C)=O)=NCC(F)(F)F